(3S)-3-({N-[(4-methoxy-1H-indol-2-yl) carbonyl]-L-leucyl}amino)-2-oxo-4-[(3S)-2-oxopyrrolidin-3-yl]butyl 4-methylpyridine-3-carboxylate CC1=C(C=NC=C1)C(=O)OCC([C@H](C[C@H]1C(NCC1)=O)NC([C@@H](NC(=O)C=1NC2=CC=CC(=C2C1)OC)CC(C)C)=O)=O